C1(CC(CCCCCCCC)O1)=O Gamma-Undecanolactone